CC=1N=NN(C1COC=1C=C2CCN(CC2=CN1)C1COCC1)C=1C=NC(=CC1)C 6-{[4-Methyl-1-(6-methylpyridin-3-yl)-1H-1,2,3-triazol-5-yl]methoxy}-2-(oxolan-3-yl)-1,2,3,4-tetrahydro-2,7-naphthyridine